N-[(2-fluoro-3-methoxyphenyl)methyl]-1-({4-[(4-methylpyrazol-1-yl)methyl]phenyl}methyl)-3-(trifluoromethyl)pyrazole-4-carboxamide FC1=C(C=CC=C1OC)CNC(=O)C=1C(=NN(C1)CC1=CC=C(C=C1)CN1N=CC(=C1)C)C(F)(F)F